SCCSCCS bis(2-mercaptoethyl)sulfide